1-{4-[4-({(1R)-1-[3-(difluoromethyl)-2-fluorophenyl]ethyl}amino)-2-methylpyrido[2,3-d]pyrimidin-6-yl]piperidin-1-yl}ethan-1-one FC(C=1C(=C(C=CC1)[C@@H](C)NC=1C2=C(N=C(N1)C)N=CC(=C2)C2CCN(CC2)C(C)=O)F)F